N[C@@](CN1CC(C1)OC1=CC=C(C(=C1C(=O)O)O)[C@@H]1[C@@H](C1)B(O)O)(C(=O)NCC(=O)N)C 6-[(1-{(2S)-2-amino-3-[(2-amino-2-oxoethyl)amino]-2-methyl-3-oxopropyl}azetidin-3-yl)oxy]-3-[(1S,2R)-2-boronocyclopropyl]-2-hydroxybenzoic acid